tert-butoxycarbonyl-5-[(7-chloroquinoline-3-carbonyl)amino]piperidine-2-carboxylic acid C(C)(C)(C)OC(=O)N1C(CCC(C1)NC(=O)C=1C=NC2=CC(=CC=C2C1)Cl)C(=O)O